CN(C(C1=NC(=CC=C1)N1CCN(CC1)C(C)C=1C=C2N=CC=NC2=CC1)=O)C N,N-dimethyl-6-(4-(1-(quinoxalin-6-yl)ethyl)piperazin-1-yl)picolinamide